(1-(5-(methoxycarbonyl)benzoyl))Pyrazine COC(=O)C=1C=CC=C(C(=O)N2CC=NC=C2)C1